COC1=NC(=CC=2CCCCC12)C1CC(CC1)N1CCN(CC1)C=1C=CC(=NC1)C(=O)OC methyl 5-(4-(3-(1-methoxy-5,6,7,8-tetrahydroisoquinolin-3-yl)cyclopentyl)piperazin-1-yl)picolinate